2,5-Bis[(4-diethylaminophenyl)methylen]cyclopentanon C(C)N(C1=CC=C(C=C1)C=C1C(C(CC1)=CC1=CC=C(C=C1)N(CC)CC)=O)CC